COC1=CC=C2NC=C(CC(N)C)C2=C1 5-methyloxy-α-methyl-tryptamine